CNC1=NC=C(C=C1N)C(C(F)(F)F)(F)F N2-methyl-5-pentafluoroethylpyridine-2,3-diamine